C(CCCCCCC\C=C/CCCCCCCC)(=O)OCC(COC(CCCCCCC\C=C/CCCCCCCC)=O)CN(C)C 2-((dimethylamino)methyl)propane-1,3-diyl dioleate